trimethoxy(p-chlorobenzyl)silane CO[Si](CC1=CC=C(C=C1)Cl)(OC)OC